N-(4-(((2-(2,5-dioxo-1,2,5,6-tetrahydropyrimidin-4-yl)ethyl)amino)methyl)-3-(trifluoromethyl)phenyl)-3-(imidazo[1,2-b]pyridazin-3-ylethynyl)-4-methylbenzamide O=C1NCC(C(=N1)CCNCC1=C(C=C(C=C1)NC(C1=CC(=C(C=C1)C)C#CC1=CN=C2N1N=CC=C2)=O)C(F)(F)F)=O